C(CCN1CN(CN(C1)CC(C)O)CC(C)O)N1CN(CN(C1)CC(C)O)CC(C)O 1,1',1'',1'''-(propane-1,3-diylbis(1,3,5-triazinane-5,1,3-triyl))tetrakis(propan-2-ol)